ClC1=C2C(=NC=N1)N(N=C2)C2=C(C=C(C=C2)F)F 4-chloro-1-(2,4-difluorophenyl)-1H-pyrazolo[3,4-d]pyrimidine